(2,3-dihydroxypropyl) succinate C(CCC(=O)[O-])(=O)OCC(CO)O